6-chloro-2-fluoro-3-[(2S,4S)-4-fluorotetrahydrofuran-2-yl]pyridine ClC1=CC=C(C(=N1)F)[C@H]1OC[C@H](C1)F